C(C)N1C(=CC2=C(C=C(C=C12)C)NC1=CC(=C(C=C1)F)Cl)C(=O)O 1-ethyl-4-((3-chloro-4-fluorophenyl)amino)-6-methyl-1H-indole-2-carboxylic acid